NC1=C(C=NC=N1)C1=CC=C(C=C1)C(=O)N1CCCC1 6-amino-5-(4-(pyrrolidine-1-carbonyl)phenyl)pyrimidin